S(=O)(=O)(C1=CC=C(Br)C=C1)Cl brosyl chloride